(1-(3-chlorophenyl)-2-phenyl-5-(trifluoromethyl)-1H-pyrrol-3-yl)(phenyl)methanone ClC=1C=C(C=CC1)N1C(=C(C=C1C(F)(F)F)C(=O)C1=CC=CC=C1)C1=CC=CC=C1